11,14-Dihydroxyhexadecanoic acid OC(CCCCCCCCCC(=O)O)CCC(CC)O